6-((2-(1-(cyclopropylsulfonyl)-1H-pyrazol-4-yl)pyrimidin-4-yl)amino)-N-(3,3-difluorocyclobutyl)-4-(isopropylamino)nicotinamide C1(CC1)S(=O)(=O)N1N=CC(=C1)C1=NC=CC(=N1)NC1=NC=C(C(=O)NC2CC(C2)(F)F)C(=C1)NC(C)C